C(C=C)N1N(C2=NC(=NC=C2C1=O)NC1=CC=C2C(=NN(C2=C1)C)C)C1=NC(=CC=C1)C(C)(C)O 2-allyl-6-((1,3-dimethyl-1H-indazol-6-yl)amino)-1-(6-(2-hydroxypropan-2-yl)pyridin-2-yl)-1,2-dihydro-3H-pyrazolo[3,4-d]pyrimidin-3-one